COC([C@@H](NC(C(F)(F)F)C1=CC(=C(C=C1)C1=C(C=CC(=C1)OC)O)F)CC(C)C)=O (1-(5'-methoxy-2-fluoro-2'-hydroxy-[1,1'-biphenyl]-4-yl)-2,2,2-trifluoroethyl)-L-leucine methyl ester